gold-tungsten diselenide [W](=[Se])=[Se].[Au]